N-(4-((2-(1,1-difluoroethyl)-6-isopropylpyrimidin-4-yl)amino)-5-((1r,3r)-3-methoxycyclobutoxy)pyridin-2-yl)acetamide FC(C)(F)C1=NC(=CC(=N1)NC1=CC(=NC=C1OC1CC(C1)OC)NC(C)=O)C(C)C